BrC1=C(C=C2C(CC(N(C2=C1)C=1C(=NC=CC1C)C(C)C)=O)=O)F 7-bromo-6-fluoro-1-(2-isopropyl-4-methyl-3-pyridinyl)quinoline-2,4-dione